Cl.ClCN1N=CN(C1)C 4-(chloromethyl)-1-methyl-1H-1,3,4-triazole hydrochloride